sodium N-(2,4-dibromophenyl)sulfonamide BrC1=C(C=CC(=C1)Br)NS(=O)=O.[Na]